N=1C=NN2C1C=C(C=C2)OC2=C(C=C(C=C2)NC2=NC=NN1C2=C(C=C1)N1CC2(CN(C2)C(C=C)=O)C1)C 1-(6-(4-((4-([1,2,4]triazolo[1,5-a]pyridin-7-yloxy)-3-methylphenyl)amino)pyrrolo[2,1-f][1,2,4]triazin-5-yl)-2,6-diazaspiro[3.3]heptan-2-yl)prop-2-en-1-one